1-(tert-butyl)-N-((3-(7-(((3S,4R)-3-fluoro-1-methylpiperidin-4-yl)amino)-3-(prop-1-en-2-yl)-2H-indazol-2-yl)-1,2,4-oxadiazol-5-yl)methyl)-1H-pyrazole-4-carboxamide C(C)(C)(C)N1N=CC(=C1)C(=O)NCC1=NC(=NO1)N1N=C2C(=CC=CC2=C1C(=C)C)N[C@H]1[C@H](CN(CC1)C)F